3-(1-Oxo-4-(6-oxo-6-(4-(4,4,5,5-tetramethyl-1,3,2-dioxaborolan-2-yl)phenyl)hex-1-yn-1-yl)isoindolin-2-yl)piperidine-2,6-dione O=C1N(CC2=C(C=CC=C12)C#CCCCC(C1=CC=C(C=C1)B1OC(C(O1)(C)C)(C)C)=O)C1C(NC(CC1)=O)=O